N[C@H]1[C@@H]2N(C[C@H]1CC2)C(=O)C2=CC=1N(N=C2)C(=C(N1)C=1N2C(CNC=3C=CC=C(C1)C23)CC)C [(1R,4R,7R)-7-amino-2-azabicyclo[2.2.1]heptan-2-yl]-[2-(11-ethyl-1,9-diazatricyclo[6.3.1.04,12]dodeca-2,4,6,8(12)-tetraen-2-yl)-3-methyl-imidazo[1,2-b]pyridazin-7-yl]methanone